(S)-N-(3,5-difluorobenzyl)-3-hydroxy-2-oxo-1-(spiro[cyclopropane-1,3'-indoline]-5'-yl)pyrrolidine-3-carboxamide FC=1C=C(CNC(=O)[C@@]2(C(N(CC2)C=2C=C3C4(CNC3=CC2)CC4)=O)O)C=C(C1)F